(3R)-1'-(7-bromo-6-methyl-pyrazolo[1,5-a]pyrazin-4-yl)-1-methyl-spiro[indoline-2,4'-piperidin]-3-amine BrC1=C(N=C(C=2N1N=CC2)N2CCC1(CC2)N(C2=CC=CC=C2[C@H]1N)C)C